3-Pentylether CCC(CC)OC(CC)CC